3-(6-(1-(((R)-3,3-dimethylpiperidin-4-yl)methyl)piperidin-4-yl)-1-methyl-1H-indazol-3-yl)piperidine-2,6-dione CC1(CNCC[C@H]1CN1CCC(CC1)C1=CC=C2C(=NN(C2=C1)C)C1C(NC(CC1)=O)=O)C